methyl 3-bromo-4-[5-(2,2-dimethylpropyl)-1,2,4-oxadiazol-3-yl]benzoate BrC=1C=C(C(=O)OC)C=CC1C1=NOC(=N1)CC(C)(C)C